ClC=1C=C2C3=C(NC2=CC1)[C@@H](N(CC3)C3=NC(=NC(=N3)N3CCOCC3)C(F)(F)F)C=C(C)C (1S)-6-chloro-1-(2-methylprop-1-en-1-yl)-2-[4-(morpholin-4-yl)-6-(trifluoromethyl)-1,3,5-triazin-2-yl]-2,3,4,9-tetrahydro-1H-pyrido[3,4-b]indole